2-fluoro-N-(1-methylazacyclobutane-3-yl)benzamide FC1=C(C(=O)NC2CN(C2)C)C=CC=C1